2-Methyl-2-(2-(trifluoromethyl)-4-((4-(4-(trifluoromethyl)benzyl)piperazin-1-yl)methyl)-6-methylphenoxy)propanoic acid CC(C(=O)O)(C)OC1=C(C=C(C=C1C)CN1CCN(CC1)CC1=CC=C(C=C1)C(F)(F)F)C(F)(F)F